C(C)C1=NC2=CC(=CC=C2NC1=O)F 2-ethyl-7-fluoro-3-oxo-4H-quinoxaline